N-(1-((1S,2R)-2-fluorocyclopropyl)-2-oxo-1,2-dihydropyridin-3-yl)-5-isopropoxy-2-(piperazin-1-yl)benzo[d]thiazole-6-carboxamide F[C@H]1[C@H](C1)N1C(C(=CC=C1)NC(=O)C1=CC2=C(N=C(S2)N2CCNCC2)C=C1OC(C)C)=O